ClC1=CC(=C(N=N1)OC(F)F)C1=CC(=NC=C1C(=O)NC=1S(C2=C(N1)CNC2)C(=O)OC(C)(C)C)C tert-butyl 2-(4-(6-chloro-3-(difluoromethoxy)pyridazin-4-yl)-6-methylnicotinamido)-4,6-dihydro-5H-pyrrolo[3,4-d]thiazole-S-carboxylate